CC(=CCC/C(=C/CC/C(=C/CC/C(=C/COP(=O)(O)OP(=O)(O)O)/C)/C)/C)C geranylgeranyl-diphosphate